C(C)(C)(C)OC(N[C@H]1CCC2=C(NC1=O)C=C(C=C2F)Br)=O (S)-(8-bromo-6-fluoro-2-oxo-2,3,4,5-tetrahydro-1H-benzo[b]azepin-3-yl)carbamic acid tert-butyl ester